O=C1C(=C2C(=NN1)[C@H](CC2)N2CC(C2)(C#N)C(=O)N2CCN(CC2)C2=NC=C(C=N2)C(F)(F)F)C(F)(F)F (S)-1-(3-oxo-4-(trifluoromethyl)-3,5,6,7-tetrahydro-2H-cyclopenta[c]pyridazin-7-yl)-3-(4-(5-(trifluoromethyl)pyrimidin-2-yl)piperazine-1-carbonyl)azetidine-3-carbonitrile